N[C@@]1(CN(CC1)C1=C(C=NC=C1C1=NC2=C(N1)C=CC=C2C)C(=O)N(C)C2CCCC2)C 4-[(3S)-3-amino-3-methylpyrrolidin-1-yl]-N-cyclopentyl-N-methyl-5-(4-methyl-1H-1,3-benzodiazol-2-yl)pyridine-3-carboxamide